CNC1=CC2=CC=C(C=C2C=C1)C=1N=NC(=NN1)C N-methyl-6-(6-methyl-1,2,4,5-tetrazin-3-yl)naphthalene-2-amine